1-(trimethylsilyl)triazole C[Si](N1N=NC=C1)(C)C